11-cyano-3-methyl-3-(trifluoromethyl)-1,5,8,12-tetraazatricyclo[7.3.0.02,6]dodeca-2(6),7,9,11-tetraene-5-carboxamide C(#N)C=1C=C2N=CC=3N(CC(C3N2N1)(C(F)(F)F)C)C(=O)N